d(-)-3-hydroxybutyric acid OC(CC(=O)O)C